(±)-2-Chloro-4-(8-(4-(4-((4-(3-((2,6-dioxopiperidin-3-yl)amino)phenyl)piperazine-1-yl)methyl)piperidine-1-carbonyl)phenyl)-2,8-diazaspiro[4.5]dec-2-yl)-3-methylbenzonitrile ClC1=C(C#N)C=CC(=C1C)N1CC2(CC1)CCN(CC2)C2=CC=C(C=C2)C(=O)N2CCC(CC2)CN2CCN(CC2)C2=CC(=CC=C2)N[C@H]2C(NC(CC2)=O)=O |r|